ClC=1C=C(C=CC1OCC=1SC(=C(N1)F)C)NC=1C2=C(N=CN1)NC=C2C2CCN(CC2)C(C=C)=O 1-(4-(4-((3-chloro-4-((4-fluoro-5-methylthiazol-2-yl)methoxy)phenyl)amino)-7H-pyrrolo[2,3-d]pyrimidin-5-yl)piperidin-1-yl)prop-2-en-1-one